8-(4-(bis(4-fluorophenyl)methyl)-2-(fluoromethyl)piperazin-1-yl)-5-methyl-6-oxo-5,6-dihydro-1,5-naphthyridine-2-carbonitrile FC1=CC=C(C=C1)C(N1CC(N(CC1)C1=CC(N(C=2C=CC(=NC12)C#N)C)=O)CF)C1=CC=C(C=C1)F